2,2'-(2,6,11,15-tetraazahexadecane-1,16-diyl)diphenol C(NCCCNCCCCNCCCNCC1=C(C=CC=C1)O)C1=C(C=CC=C1)O